C(CCCCC)OC=1C=C2C[C@@H](C(=CC2=CC1)CN1CC(C1)C(=O)O)C 1-[((3S)-6-hexyloxy-3-methyl-3,4-dihydronaphthalen-2-yl)methyl]Azetidine-3-carboxylic acid